ClC=1C=CC(=C(C1)C1=C2C(=NC(=C1)C)C(=CS2)C(=O)OC)OCCN2C(=NC=1CCC(CC1C2=O)N2CCC(CC2)OC)C methyl 7-(5-chloro-2-(2-(6-(4-methoxypiperidin-1-yl)-2-methyl-4-oxo-5,6,7,8-tetrahydroquinazolin-3(4H)-yl)ethoxy)phenyl)-5-methylthieno[3,2-b]pyridine-3-carboxylate